Ethan-1-amine-1,1,2,2-d4 C(C([2H])[2H])(N)([2H])[2H]